C(C)OC(=O)C=1N=CSC1N1C[C@H](CC1)OC1=CC=CC=C1 5-[(3S)-3-phenoxypyrrolidin-1-yl]-1,3-thiazole-4-carboxylic acid ethyl ester